2-((1S,4S,5R)-5-((1-cyclopropyl-4-(2,6-dichlorophenyl)-1H-1,2,3-triazol-5-yl)methoxy)-2-azabicyclo[2.2.1]heptan-2-yl)-4-((R)-tetrahydrofuran-3-yl)benzo[d]thiazole-6-carboxylic acid C1(CC1)N1N=NC(=C1CO[C@H]1[C@@H]2CN([C@H](C1)C2)C=2SC1=C(N2)C(=CC(=C1)C(=O)O)[C@@H]1COCC1)C1=C(C=CC=C1Cl)Cl